[Si](C)(C)(C(C)(C)C)OCCOC1=NC2=CC=CC=C2C(=C1C(\C=C\C=1C=NC=NC1)=O)C1=CC=CC=C1 (2E)-1-(2-{2-[(tert-butyldimethylsilyl)oxy]ethoxy}-4-phenylquinolin-3-yl)-3-(pyrimidin-5-yl)prop-2-en-1-one